[C@H]12CN(C[C@H](CC1)N2)C=2C1=C(N=C(N2)OC[C@H]2N(CCC2)C)C=C(N=C1)C1=CC=CC2=CC=CC(=C12)C 4-((1R,5S)-3,8-diazabicyclo[3.2.1]octan-3-yl)-7-(8-methylnaphthalen-1-yl)-2-(((S)-1-methylpyrrolidin-2-yl)methoxy)pyrido[4,3-d]pyrimidine